(1S,4S)-4-(2-hydroxyethyl)-2-oxa-5-azabicyclo[2.2.1]Heptane-5-carboxylic acid tert-butyl ester C(C)(C)(C)OC(=O)N1[C@@]2(CO[C@H](C1)C2)CCO